(diphenyltriazinyl)[(Phenyldimethylfluorenyl)dibenzothiophenyl]benzene C1(=CC=CC=C1)C1=C(C(=NN=N1)C1=C(C=CC=C1)C1=C(C=CC=2SC3=C(C21)C=CC=C3)C3=C(C(=C(C=2C1=CC=CC=C1CC32)C3=CC=CC=C3)C)C)C3=CC=CC=C3